methyl 5-(5-bromo-6-methylpyridin-2-yl)-3-methylisoxazole-4-carboxylate BrC=1C=CC(=NC1C)C1=C(C(=NO1)C)C(=O)OC